OC(CC1(C(C2=C(C(=C(C=3C(CC(N(C1)C23)=O)=O)C2=CC=CC=C2C(=O)N)I)C2=CC=CC=C2C(=O)N)=O)CC(CO)O)CO bis(2,3-dihydroxypropyl)-8-iodo-4-oxo-2,3,5,6-tetrahydro-1,6-dioxo-3a-azaphenalene-7,9-dibenzoamide